FC(C(C)OC1=NC=CC(=N1)C1=CC=2C=NC(=CC2N1)NC(=O)C=1C=NN(C1)C)F N-(2-(2-(1,1-difluoropropan-2-yloxy)pyrimidin-4-yl)-1H-pyrrolo[3,2-c]pyridin-6-yl)-1-methyl-1H-pyrazole-4-carboxamide